OCC=1C=C(C=CC1)NC(C1=CC=C(C=C1)Cl)=O N-(3-(hydroxymethyl)phenyl)-4-chlorobenzamide